BrC1=NN(C(=C1)Br)CC(CCC=C)O 1-(3,5-dibromopyrazol-1-yl)hex-5-en-2-ol